CN(C/C=C/C(=O)NC1=C(C=C(C(=C1)NC1=NC=CC(=N1)C1=NC(=C2N1C=CC=C2)C)OC)N(C)CCN(C)C)C (E)-4-(dimethylamino)-N-(2-((2-(dimethylamino)ethyl)(methyl)amino)-4-methoxy-5-((4-(1-methylimidazolo[1,5-a]pyridin-3-yl)pyrimidin-2-yl)amino)phenyl)but-2-enamide